5-[1-[5-(2-methoxyethylamino)-2-pyridyl]-3-(trifluoromethyl)pyrazol-4-yl]-1-methyl-imidazole-2-carboxamide COCCNC=1C=CC(=NC1)N1N=C(C(=C1)C1=CN=C(N1C)C(=O)N)C(F)(F)F